N(=[N+]=[N-])CCN1C(C2=CC=CC=C2C1=O)=O 2-(2-azidoethyl)isoindoline-1,3-dione